[1,1'-binaphthyl]-8,8'-dicarboxylic acid C1(=CC=CC2=CC=CC(=C12)C(=O)O)C1=CC=CC2=CC=CC(=C12)C(=O)O